BrC1=CC2=C(N(C(=N2)C)C)C=C1Cl 5-bromo-6-chloro-1,2-dimethyl-1H-benzo[d]imidazole